(2-(3-ethyl-5'-fluoro-1'-methyl-1H,1'H-[4,6'-biindazol]-1-yl)acetyl)glycylglycine C(C)C1=NN(C=2C=CC=C(C12)C1=C(C=C2C=NN(C2=C1)C)F)CC(=O)NCC(=O)NCC(=O)O